FC=1C(=NC=CC1)C1=CN=C(S1)NC1=CC2=C(C=N1)N=CN2CCN2C(COCC2)C(=O)N [2-[6-[[5-(3-fluoro-2-pyridyl)thiazol-2-yl]amino]imidazo[4,5-c]pyridin-1-yl]ethyl]morpholine-3-carboxamide